4-(tert-butyl)-2,6-dibutylaniline C(C)(C)(C)C1=CC(=C(N)C(=C1)CCCC)CCCC